NCCNC(C(NC(C(NC(CCCCCCCNC(CCC(NC(NC(CCC(=O)O)C(=O)O)=O)C(=O)O)=O)=O)CC1=CC=CC=C1)=O)CC1=CC=CC=C1)=O 1-amino-5,8-dibenzyl-4,7,10,19,24-pentaoxo-3,6,9,18,23,25-hexaazaoctacosane-22,26,28-tricarboxylic acid